tert-butyl (R)-3-((6-fluoro-4-(4-fluorophenyl)-1,2,3,4-tetrahydroquinoxaline-1-carboxamido)methyl)pyrrolidine-1-carBoxylate FC=1C=C2N(CCN(C2=CC1)C(=O)NC[C@@H]1CN(CC1)C(=O)OC(C)(C)C)C1=CC=C(C=C1)F